CC1=CC(=C(C=C1)NP(N)(N)=S)[N+](=O)[O-] N-(4-methyl-2-nitrophenyl)thiophosphoric triamide